CC=1N=C(SC1C)NC(=O)C=1C(=C(C=CC1)NC(C(=O)O)CCCCCC)C ((3-((4,5-dimethylthiazol-2-yl)carbamoyl)-2-methylphenyl)amino)octanoic acid